ONC(C(C1=C(NC2=CC=CC=C12)C1=CC2=CC=CC=C2C=C1)C1=CC=C(C=C1)C(C)C)=O N-hydroxy-2-(4-iso-propylphenyl)-2-(2-(naphthalen-2-yl)-1H-indol-3-yl)-acetamide